BrC1=CC(=C(OCC2=CC=C(C(=O)O)C=C2)C=C1)C=O 4-[(4-BROMO-2-FORMYLPHENOXY)METHYL]BENZOIC ACID